(4Z)-2-ethylsulfanyl-4-(quinoxalin-6-ylmethylene)-1H-imidazol-5-one C(C)SC=1NC(/C(/N1)=C/C=1C=C2N=CC=NC2=CC1)=O